Cl.N[C@H](C(=O)N)CC1(C(NC2=CC=CC=C12)=C=O)F (2S)-2-amino-3-(3-fluoro-2-carbonyl-indolin-3-yl)propanamide hydrochloride